C(N)(=O)C1=CC2=C(N(C(S2)=N)C/C=C/CNC(OC(C)(C)C)=O)C(=C1)OCCCO tert-butyl (E)-(4-(6-carbamoyl-4-(3-hydroxypropoxy)-2-iminobenzo[d]thiazol-3(2H)-yl)but-2-en-1-yl)carbamate